C[Si](C1=CC=CC=C1)(C)CC(CCC(=O)NC=1C=CC=C2C=CC=NC12)CCC 4-{[Dimethyl(phenyl)silyl]methyl}-N-(quinolin-8-yl)heptanamide